tert-butyl 4-(4-bromo-1H-indazol-3-yl)piperidine-1-carboxylate BrC1=C2C(=NNC2=CC=C1)C1CCN(CC1)C(=O)OC(C)(C)C